[Si](C)(C)(C(C)(C)C)OC1CC2(CC(C2)N2CCC(CC2)=O)C1 1-(6-((tert-butyldimethylsilyl)oxy)spiro[3.3]heptan-2-yl)piperidin-4-one